C1(CC1)C=1C(=C(C(=C(C1)[C@@H](C(=O)O)N1C[C@@H](CC1)N(CCCCCC1=NC=2NCCCC2C=C1)C)OC)F)F (S)-2-(5-cyclopropyl-3,4-difluoro-2-methoxyphenyl)-2-((R)-3-(methyl(5-(5,6,7,8-tetrahydro-1,8-naphthyridin-2-yl)pentyl)amino)pyrrolidin-1-yl)acetic acid